(R)-2-((1-(2-cyano-7-methyl-3-(((trifluoromethyl)sulfonyl)oxy)-quinoxalin-5-yl)ethyl)amino)benzoic acid C(#N)C1=NC2=CC(=CC(=C2N=C1OS(=O)(=O)C(F)(F)F)[C@@H](C)NC1=C(C(=O)O)C=CC=C1)C